CC(C=CC#N)(CCC(=O)C12CC(C1)(C2)C)C 4,4-dimethyl-7-(3-methylbicyclo[1.1.1]pentan-1-yl)-7-oxohept-2-enenitrile